C(CCC\C=C/C\C=C/C\C=C/C\C=C/CCCCC)(=O)OCCN(C(C=CC(NCCOCCN(C)C)=O)=O)CCOC(CCC\C=C/C\C=C/C\C=C/C\C=C/CCCCC)=O 13-(2-{[(5Z,8Z,11Z,14Z)-1-oxoicosa-5,8,11,14-tetraenyl] oxy} ethyl)-2-methyl-9,12-dioxo-5-oxa-2,8,13-triazapentadec-10-en-15-yl (5Z,8Z,11Z,14Z)-icosa-5,8,11,14-tetraenoate